Isopropyl ((((3aS,4R,6R,6aR)-6-(2,4-dioxo-3,4-dihydropyrimidin-1(2H)-yl)-2,2,3a-trimethyltetrahydrofuro[3,4-d][1,3]dioxol-4-yl)methoxy)(phenoxy)phosphoryl)-L-alaninate O=C1N(C=CC(N1)=O)[C@@H]1O[C@@H]([C@]2([C@H]1OC(O2)(C)C)C)COP(=O)(OC2=CC=CC=C2)N[C@@H](C)C(=O)OC(C)C